C(C1=CC=CC=C1)OCCC1CCN(CC1)C(=O)OC(C)(C)C tert-Butyl 4-(2-(benzyloxy)ethyl)piperidine-1-carboxylate